[Na].FC1=CC(=C(C(=C1)C(C)C)NC(=O)NS(=O)(=O)C1=NN(C(=C1)CN(C1CN(C1)C)C)C)C(C)C N-((4-Fluoro-2,6-diisopropylphenyl)carbamoyl)-1-methyl-5-((methyl(1-methylazetidin-3-yl)amino)methyl)-1H-pyrazole-3-sulfonamide, Sodium Salt